ClC=1C=C(C(=NC1)C)N1CCN(CC1)C(C)C 1-(5-chloro-2-methylpyridin-3-yl)-4-isopropylpiperazine